[N+](=O)([O-])C=1C=C(C=C(C(=O)[O-])C1)C(=O)[O-].[Zn+2] zinc 5-nitroisophthalate